N-(trans-4-morpholinocyclohexyl)-6-(pyrimidin-5-yl)-9H-pyrimido[4,5-b]indol-4-amine O1CCN(CC1)[C@@H]1CC[C@H](CC1)NC1=NC=NC=2NC3=CC=C(C=C3C21)C=2C=NC=NC2